2-(5-((benzo[d][1,3]dioxol-5-ylamino)methyl)-4H-1,2,4-triazol-3-yl)acetic acid O1COC2=C1C=CC(=C2)NCC=2NC(=NN2)CC(=O)O